NCC(C1=CC(=CC=C1)OC)N1C=NC2=CC(=CC=C2C1=O)C=1C=NNC1Cl 3-(2-amino-1-(3-methoxyphenyl)ethyl)-7-(5-chloro-1H-pyrazol-4-yl)quinazolin-4(3H)-one